2-methyl-4-(6-{[1-({[4-(propan-2-yl)phenyl]methyl}carbamoyl)-D-prolyl]amino}pyridin-3-yl)benzoic acid CC1=C(C(=O)O)C=CC(=C1)C=1C=NC(=CC1)NC([C@@H]1N(CCC1)C(NCC1=CC=C(C=C1)C(C)C)=O)=O